FC([C@@H](C=1OC2=C(C1C)C=C(C=C2)F)NC(OC2=CC=CC=C2)=O)(F)F phenyl N-[(1R)-2,2,2-trifluoro-1-(5-fluoro-3-methyl-1-benzofuran-2-yl)ethyl]carbamate